C(CCCCCCC\C=C/CCCCCCCC)(=O)OCCCCCCCCCCCCCCCCCCCCCCCCC pentacosyl oleate